1-[4-(5-sec-butoxy-benzoimidazol-1-yl)-phenyl]-3-(5-tert-butyl-2H-pyrazol-3-yl)-urea C(C)(CC)OC1=CC2=C(N(C=N2)C2=CC=C(C=C2)NC(=O)NC=2NN=C(C2)C(C)(C)C)C=C1